iron (ii) hydroxide carbonate C([O-])(O)=O.[OH-].[Fe+2]